7-bromo-5-chloro-2,3-dihydro-1H-inden-1-ol BrC=1C=C(C=C2CCC(C12)O)Cl